2,3-dimethoxyaniline COC1=C(N)C=CC=C1OC